N-(3-fluorobenzyl)-4-(3-(pyridin-4-ylmethyl)ureido)benzamide FC=1C=C(CNC(C2=CC=C(C=C2)NC(=O)NCC2=CC=NC=C2)=O)C=CC1